tert-butyl N-[5-(6-chloro-1-[[2-(trimethylsilyl)ethoxy]methyl]pyrrolo[2,3-b]pyridin-3-yl)-4-methylpyridin-2-yl]-N-methylcarbamate ClC1=CC=C2C(=N1)N(C=C2C=2C(=CC(=NC2)N(C(OC(C)(C)C)=O)C)C)COCC[Si](C)(C)C